ClC=1C=C2C(=CN=C(C2=CN1)C=1C=NN(C1)C1CN(C1)C(=O)O)C(C)C 3-(4-(6-chloro-4-isopropyl-2,7-naphthyridin-1-yl)-1H-pyrazol-1-yl)azetidine-1-carboxylic acid